ClC1=C(C=CC=C1)N1CC2(C3=NC(=CC=C31)C(=O)N3C(C(NCC3)=O)(C)C)CCCC2 4-(1'-(2-chlorophenyl)-1',2'-dihydrospiro[cyclopentane-1,3'-pyrrolo[3,2-b]pyridine]-5'-carbonyl)-3,3-dimethylpiperazin-2-one